ClC1=CC=C(C=C1)NC(N(CCN1CCOCC1)C1=CC=C(C(=O)NC2=CC=CC=C2)C=C1)=O 4-{3-(4-chlorophenyl)-1-[2-(4-morpholinyl)ethyl]ureido}-N-phenylbenzamide